C(C1=CC=CC=C1)N1C([C@H](NC([C@@H]1C1=CC=CC=C1)=O)C)=O (3R,6S)-1-benzyl-3-methyl-6-phenylpiperazine-2,5-dione